Diethyl (4-(6-amino-5-(3-(4-bromophenyl)propanamido)-2,4-dioxo-3-(prop-2-yn-1-yl)-3,4-dihydropyrimidin-1(2H)-yl)butyl)phosphonate NC1=C(C(N(C(N1CCCCP(OCC)(OCC)=O)=O)CC#C)=O)NC(CCC1=CC=C(C=C1)Br)=O